S1C=C(C=C1)C(N)=S thiophene-3-thioamide